NC1=CC=C(C[C@@H](N)C(=O)O)C=C1 4-amino-D-phenylalanine